FC(C=1C=C(C=C(C1)C(F)(F)F)NC(C1=C(C=CC(=C1)Cl)O)=O)(F)F N-(3,5-Bis-trifluoromethylphenyl)-5-chloro-2-hydroxybenzamide